ClC1=C(CNC(=O)[C@H]2N(C(CC2)=O)C(=O)NC2=C(C=CC=C2)I)C=CC(=C1)Cl (S)-N2-(2,4-dichlorobenzyl)-N1-(2-iodophenyl)-5-oxopyrrolidine-1,2-dicarboxamide